tert-butyl 4-(4-(benzo[d]oxazol-2-ylamino)phenylamino)-4-oxobutylcarbamate (tert-butyl 4-(4-(benzo[d]oxazol-2-ylamino)phenylamino)-4-oxobutylcarbamate) C(C)(C)(C)N(C(O)=O)CCCC(=O)NC1=CC=C(C=C1)NC=1OC2=C(N1)C=CC=C2.O2C(=NC1=C2C=CC=C1)NC1=CC=C(C=C1)NC(CCCNC(OC(C)(C)C)=O)=O